4,4-diaminodicyclohexylmethane C1CC(CC(C1)N)CC2CCCC(C2)N